(4-isobutylcyclohexyl)ethyl fumarate C(\C=C\C(=O)[O-])(=O)OCCC1CCC(CC1)CC(C)C